NC1=C2C(=NC=N1)N(N=C2C2=CC=C(C1=C2OCO1)NC(C1=C(C=C(C=C1)F)C(F)(F)F)=O)[C@H]1CNCCC1 (R)-N-(7-(4-amino-1-(piperidin-3-yl)-1H-pyrazolo[3,4-d]pyrimidin-3-yl)benzo[d][1,3]dioxolan-4-yl)-4-fluoro-2-(trifluoromethyl)benzamide